[Na].NCCCNCCCCNCCCN spermine sodium